C(C)(C)(C)N1CCC(CC1)COS(=O)(=O)C1=CC=C(C=C1)C tert-butyl-4-{[(4-methylbenzenesulfonyl)oxy]methyl}piperidine